(7-ethoxy-6-methoxy-1-(2-(5-methoxy-1H-indol-3-yl)ethyl)-3,4-dihydroisoquinolin-2(1H)-yl)(1H-imidazol-2-yl)methanone C(C)OC1=C(C=C2CCN(C(C2=C1)CCC1=CNC2=CC=C(C=C12)OC)C(=O)C=1NC=CN1)OC